FC1=CC=C(CC2=CC3=C(OC[C@@H](N3C(=O)OCC3=CC=CC=C3)C)N=C2C)C=C1 benzyl (S)-7-(4-fluorobenzyl)-2,6-dimethyl-2,3-dihydro-1H-pyrido[2,3-b][1,4]oxazine-1-carboxylate